FC(CN1N=NC2=C1C=C(C=C2)C2=CNC=1N=C(N=C(C12)OC)NC1CCN(CC1)C(C)=O)F 1-(4-((5-(1-(2,2-difluoroethyl)-1H-benzo[d][1,2,3]triazol-6-yl)-4-methoxy-7H-pyrrolo[2,3-d]pyrimidin-2-yl)amino)piperidin-1-yl)ethan-1-one